N[C@@H]1CN(CCC1)C=1C=C2CN(CC2=CC1)C1C(NC(CC1)=O)=O 5-((S)-3-aminopiperidin-1-yl)-2-(2,6-dioxopiperidin-3-yl)isoindoline